ClC1=NC(=NC(=N1)C1=CC=C(C=C1)C1=CC=CC=C1)C1=CC=C(C=C1)C1=CC=CC=C1 2-chloro-4,6-bis(4-phenylphenyl)-1,3,5-triazine